(4-ethylpiperazin-1-yl)(3'-((6-methoxy-2-(6-methylimidazo[1,2-b]pyridazin-2-yl)benzofuran-4-yl)methoxy)-[1,1'-biphenyl]-4-yl)methanone C(C)N1CCN(CC1)C(=O)C1=CC=C(C=C1)C1=CC(=CC=C1)OCC1=CC(=CC2=C1C=C(O2)C=2N=C1N(N=C(C=C1)C)C2)OC